benzyl α-methallyloxymethylacrylate C(C(C)=C)OCC(C(=O)OCC1=CC=CC=C1)=C